BrCCOCCOCCOCC1=CC=CC=C1 ({2-[2-(2-bromoethoxy)ethoxy]ethoxy}methyl)benzene